(2S)-2-Amino-3-(4-morpholin-4-ylphenyl)propanoic Acid N[C@H](C(=O)O)CC1=CC=C(C=C1)N1CCOCC1